methyl (2S)-2-((2-(1-(benzyloxy)ethyl)-6-((tert-butyldiphenylsilyl)oxy)-4-chlorophenyl)sulfonamido)-3-(6-fluoro-2,3-dimethylphenyl)butanoate C(C1=CC=CC=C1)OC(C)C1=C(C(=CC(=C1)Cl)O[Si](C1=CC=CC=C1)(C1=CC=CC=C1)C(C)(C)C)S(=O)(=O)N[C@H](C(=O)OC)C(C)C1=C(C(=CC=C1F)C)C